1,2,19-nonadecanetriol C(C(CCCCCCCCCCCCCCCCCO)O)O